potassium aluminium trichloride [Al](Cl)(Cl)Cl.[K]